tert-butyl ((3S,6S,10aS)-3-((6R,7S)-7-cyano-6-(3-chlorophenyl)-4-azaspiro[2.4]heptane-4-carbonyl)-5-oxodecahydropyrrolo[1,2-a]azocin-6-yl)carbamate C(#N)[C@H]1[C@@H](CN(C12CC2)C(=O)[C@@H]2CC[C@H]1N2C([C@H](CCCC1)NC(OC(C)(C)C)=O)=O)C1=CC(=CC=C1)Cl